CN1N=C2C(=CC(=CC2=C1)C1=CC2=C(N=C(S2)N(C2CC(NC(C2)(C)C)(C)C)C)C=C1)C#N 2-Methyl-5-{2-[methyl-(2,2,6,6-tetramethylpiperidin-4-yl)amino]-1,3-benzothiazol-6-yl}-2H-indazol-7-carbonitril